(2S)-N-(2-amino-2-oxoethyl)-2-{[(4-bromophenyl)carbamoyl]amino}pentanamide NC(CNC([C@H](CCC)NC(NC1=CC=C(C=C1)Br)=O)=O)=O